((S)-1-(7-amino-2-(furan-2-yl)-[1,2,4]triazolo[1,5-a][1,3,5]triazin-5-yl)pyrrolidin-2-yl)((1S,4S)-5-(2,4-difluorobenzyl)-2,5-diazabicyclo[2.2.1]heptan-2-yl)methanone NC1=NC(=NC=2N1N=C(N2)C=2OC=CC2)N2[C@@H](CCC2)C(=O)N2[C@@H]1CN([C@H](C2)C1)CC1=C(C=C(C=C1)F)F